FC(C(O)C=1C2=C(SC1I)C(=CC=C2)[N+](=O)[O-])(F)F 2,2,2-trifluoro-1-(2-iodo-7-nitrobenzo[b]thiophen-3-yl)ethan-1-ol